N-(5-bromo-6-(2-(dimethylamino)ethoxy)pyridin-2-yl)-2'-chloro-4'-(5-methyl-1,2,4-oxadiazol-3-yl)-[1,1'-biphenyl]-4-carboxamide BrC=1C=CC(=NC1OCCN(C)C)NC(=O)C1=CC=C(C=C1)C1=C(C=C(C=C1)C1=NOC(=N1)C)Cl